tert-butyl 4-((4-(((S)-1-((1S,2R,4R)-2-acetamido-4-(tert-butylamino)cyclohexyl)-2-oxopyrrolidin-3-yl)amino)-6-(trifluoromethyl)quinazolin-2-yl)amino)piperidine-1-carboxylate C(C)(=O)N[C@H]1[C@H](CC[C@H](C1)NC(C)(C)C)N1C([C@H](CC1)NC1=NC(=NC2=CC=C(C=C12)C(F)(F)F)NC1CCN(CC1)C(=O)OC(C)(C)C)=O